C(C=C)OC=1C=C2C=CC(=CC2=CC1)C1=NN(C2=NC=NC(=C21)N)C(C)C 3-(6-(allyloxy)naphthalen-2-yl)-1-isopropyl-1H-pyrazolo[3,4-d]pyrimidin-4-amine